C(C1=CC=CC=C1)N1C[C@@H]2C([C@@H]2C1)CC(=O)OCC ethyl [(1R,5S,6S)-3-benzyl-3-azabicyclo[3.1.0]hex-6-yl]acetate